tert-Butyl 3-(6-amino-1-methoxy-1-oxohexan-2-yl)benzoate NCCCCC(C(=O)OC)C=1C=C(C(=O)OC(C)(C)C)C=CC1